COC(=O)C1=CC(=NN1CC(=O)OCC)S(N)(=O)=O 1-(2-ethoxy-2-oxoethyl)-3-sulfamoyl-1H-pyrazole-5-carboxylic acid methyl ester